ClC1=C(C=CC=C1Cl)C=1C=CC=2C(=NC=C(N2)N2CCC(CC2)(N)C)N1 1-(6-(2,3-dichlorophenyl)pyrido[2,3-b]pyrazin-2-yl)-4-methylpiperidin-4-amine